NC1=NC2=CC(=CC=C2C(=C1)C)C=1C=NN(C1C1=C(C#N)C(=CC(=C1F)Cl)OC1CC1)C 2-(4-(2-amino-4-methylquinolin-7-yl)-1-methyl-1H-pyrazol-5-yl)-4-chloro-6-cyclopropyloxy-3-fluorobenzonitrile